C(C)[C@H](C(=O)[O-])[C@H](CO)CC1=CN=CN1C.[Na+] sodium (2S,3R)-2-ethyl-4-hydroxy-3-((1-methyl-1H-imidazol-5-yl)methyl)-butanoate